COC(=O)C1(CCC2([C@H](CC3=CC=4OCOC4C=C23)C[C@H](CO)C)CC1)NC1=CC(=CC=C1)Cl (1R,4S,6'S)-4-(3-Chloroanilino)-6'-[(2R)-3-hydroxy-2-methylpropyl]-6',7'-dihydro-2'H-spiro[cyclohexane-1,5'-indeno[5,6-d][1,3]dioxole]-4-carboxylic acid methyl ester